3-[4-[1-[7-[4-[6-[3-(4-amino-1-isopropyl-pyrazolo[3,4-d]pyrimidin-3-yl)-5-cyclopropyl-isoxazol-4-yl]-3-pyridyl]-1-piperidyl]-7-oxo-heptyl]-4-piperidyl]anilino]piperidine-2,6-dione NC1=C2C(=NC=N1)N(N=C2C2=NOC(=C2C2=CC=C(C=N2)C2CCN(CC2)C(CCCCCCN2CCC(CC2)C2=CC=C(NC1C(NC(CC1)=O)=O)C=C2)=O)C2CC2)C(C)C